NCC(C1=CC(=CC=C1)Cl)NC(=O)C=1N=CN(C1)C1=NC(=NC=C1C)NC1=C(C=C(C=C1)F)Cl N-(2-amino-1-(3-chlorophenyl)ethyl)-1-(2-((2-chloro-4-fluorophenyl)amino)-5-methyl-pyrimidin-4-yl)-1H-imidazole-4-carboxamide